ClC=1C=C(C=CC1F)NC(N(CC1CCOCC1)[C@@H](C)C1=CNC(C2=CC=CC=C12)=O)=O (S)-3-(3-chloro-4-fluorophenyl)-1-(1-(1-oxo-1,2-dihydro-isoquinolin-4-yl)ethyl)-1-((tetrahydro-2H-pyran-4-yl)methyl)urea